ClC1=CC=C(CN2CC(CCC2)C2=CC=NC=3N2N=C(C3CN3CCC(CC3)COC)C)C=C1 7-(1-(4-Chlorobenzyl)piperidin-3-yl)-3-((4-(methoxymethyl)piperidin-1-yl)methyl)-2-methylpyrazolo[1,5-a]pyrimidine